3-chloro-1-(4-(trifluoromethyl)phenyl)isoquinoline ClC=1N=C(C2=CC=CC=C2C1)C1=CC=C(C=C1)C(F)(F)F